ClC=1C=C(C(=O)C2CC(C2)C(=NO)N)C=CC1 3-(3-chlorobenzoyl)-N'-hydroxy-cyclobutanecarboxamidine